N[C@H]1[C@@H]2N(C[C@H]1CC2)C(=O)C2=CC1=C(N(C(=N1)C=1N(C3=C(C=CC=C3C1)C=1C=C3CNC(C3=CC1)=O)CC1CC1)C)C(=C2)OC 5-(2-{5-[(1R,4R,7R)-7-amino-2-azabicyclo[2.2.1]heptane-2-carbonyl]-7-methoxy-1-methyl-1H-1,3-benzodiazol-2-yl}-1-(cyclopropylmethyl)-1H-indol-7-yl)-2,3-dihydro-1H-isoindol-1-one